The molecule is a CDP-diacylglycerol in which the phosphatidyl acyl groups at positions 1 and 2 are specified as stearoyl and oleoyl respectively. It has a role as a human metabolite. It derives from an octadecanoic acid and an oleic acid. It is a conjugate acid of a CDP-1-stearoyl-2-oleoyl-sn-glycerol(2-). CCCCCCCCCCCCCCCCCC(=O)OC[C@H](COP(=O)(O)OP(=O)(O)OC[C@@H]1[C@H]([C@H]([C@@H](O1)N2C=CC(=NC2=O)N)O)O)OC(=O)CCCCCCC/C=C\\CCCCCCCC